cyclohexylethylamine C1(CCCCC1)CCN